ClC1=CC=C(S1)CNC1=CC(=NN1C(C(C)(C)C)=O)C1CCN(CC1)CC1=CN=NN1 1-(5-[(5-chlorothiophen-2-yl)methyl]amino-3-[1-(1H-1,2,3-triazol-5-ylmethyl)piperidin-4-yl]-1H-pyrazol-1-yl)-2,2-dimethylpropan-1-one